1-((1H-indol-5-yl)sulfonyl)-N-(benzo[d][1,3]dioxol-5-yl)-1H-pyrrole-3-carboxamide N1C=CC2=CC(=CC=C12)S(=O)(=O)N1C=C(C=C1)C(=O)NC1=CC2=C(OCO2)C=C1